7-bromo-8-fluoro-4-hydroxy-6-iodo-2-oxo-1,2-dihydroquinoline-3-carboxylic acid ethyl ester C(C)OC(=O)C=1C(NC2=C(C(=C(C=C2C1O)I)Br)F)=O